ClC1=NC(=CC(=N1)NS(=O)(=O)C1=CC=CC=C1)C1=CC=CC=C1 N-(2-chloro-6-phenyl-pyrimidin-4-yl)benzenesulfonamide